4-chloro-7-(1,2,3-triazol-2-yl)-1-{[2-(trimethylsilyl)ethoxy]methyl}-indazole ClC1=C2C=NN(C2=C(C=C1)N1N=CC=N1)COCC[Si](C)(C)C